COC=1OCC(N1)CCCC(=O)O 2-methoxycarboxypropyl-2-oxazoline